3-(3-bromophenyl)-2,2-dimethylcyclopropane-1-carboxylic acid BrC=1C=C(C=CC1)C1C(C1C(=O)O)(C)C